triethanolamine lauryl-sulfate C(CCCCCCCCCCC)OS(=O)(=O)O.N(CCO)(CCO)CCO